(pyrazin-2-yl)-1,2,4-oxadiazole N1=C(C=NC=C1)C1=NOC=N1